ClC=1C=CC(=C(C1)S(=O)(=O)NC(C1=CC=C(C=C1)C1=NOC(=N1)C(F)(F)F)=O)OC N-((5-chloro-2-methoxyphenyl)sulfonyl)-4-(5-(trifluoromethyl)-1,2,4-oxadiazol-3-yl)benzamide